(3R)-3-amino-5-[(4-chlorophenyl)methyl]-8-fluoro-7-[5-(1-hydroxy-1-methyl-ethyl)-1,3,4-oxadiazol-2-yl]-1,1-dioxo-2,3-dihydro-1lambda6,5-benzothiazepin-4-one N[C@H]1CS(C2=C(N(C1=O)CC1=CC=C(C=C1)Cl)C=C(C(=C2)F)C=2OC(=NN2)C(C)(C)O)(=O)=O